methyl 2-[3-[3-[2-[bis(tertbutoxycarbonyl)amino]ethoxy]propoxy]propoxy]acetate C(C)(C)(C)OC(=O)N(CCOCCCOCCCOCC(=O)OC)C(=O)OC(C)(C)C